(3S,4R)-tert-butyl 3-(((benzyloxy) carbonyl)amino)-4-hydroxypyrrolidine-1-carboxylate C(C1=CC=CC=C1)OC(=O)N[C@H]1CN(C[C@H]1O)C(=O)OC(C)(C)C